(2R)-2-(4-(2-(aminomethyl)-4-oxo-3,4-dihydroquinazolin-7-yl)-1-methyl-1H-pyrazole-5-yl)-4-chloro-3-fluoro-6-vinylbenzonitrile NCC1=NC2=CC(=CC=C2C(N1)=O)C=1C=NN(C1C1=C(C#N)C(=CC(=C1F)Cl)C=C)C